C(C)(C)OP(=O)(OC(C)C)[O-] diiso-propylphosphate